FC1=C2C=CC=[N+](C2=CC(=C1)C)[O-] 5-fluoro-7-methylquinolin-1-ium-1-olate